Vinyl-maleic anhydride C(=C)/C=1/C(=O)OC(\C1)=O